O=C1N[C@H]2[C@@H](OC1)CCN(C2)C(=O)N2CCC(CC2)[C@H](C=2C=C(OCCNC(CCOCCOCCN)=O)C=CC2)C2=CC=CC=C2 |o1:19| N-[2-[3-[(S or R)-[1-[(4aR,8aS)-3-Oxo-4,4a,5,7,8,8a-hexahydropyrido[4,3-b][1,4]oxazine-6-carbonyl]-4-piperidyl]-phenyl-methyl]phenoxy]ethyl]-3-[2-(2-aminoethoxy)ethoxy]propanamide